fluoro-2,4-dioxo-3,4-dihydropyrimidine acetate C(C)(=O)O.FN1C(NC=CC1=O)=O